1,1-bis(4-hydroxy-3-methylphenyl)-3,3,5-trimethylcyclohexane OC1=C(C=C(C=C1)C1(CC(CC(C1)C)(C)C)C1=CC(=C(C=C1)O)C)C